tert-Butyl (3S,4S)-4-[[6-iodo-1-(2,2,2-trifluoroethyl)benzimidazole-4-carbonyl]amino]-3-methyl-piperidine-1-carboxylate IC=1C=C(C2=C(N(C=N2)CC(F)(F)F)C1)C(=O)N[C@@H]1[C@H](CN(CC1)C(=O)OC(C)(C)C)C